4-chloro-2-(3-(methylamino)-1,1-dioxo-4H-benzo[e][1,2,4]thiadiazin-5-yl)benzonitrile ClC1=CC(=C(C#N)C=C1)C1=CC=CC2=C1NC(=NS2(=O)=O)NC